N-((4-(2-methyl-4-(trifluoromethyl)phenyl)-4,5,6,7-tetrahydropyrazolo[1,5-a]pyrimidin-6-yl)methyl)acrylamide CC1=C(C=CC(=C1)C(F)(F)F)N1C=2N(CC(C1)CNC(C=C)=O)N=CC2